(S)-1-(1-(1-(1H-1,2,3-triazol-1-yl)isoquinolin-4-yl)ethyl)-3-(3-chloro-4-fluorophenyl)-1-methyl-urea N1(N=NC=C1)C1=NC=C(C2=CC=CC=C12)[C@H](C)N(C(=O)NC1=CC(=C(C=C1)F)Cl)C